2-(4-benzyloxy-6-chloro-2-methyl-3-pyridinyl)acetamide C(C1=CC=CC=C1)OC1=C(C(=NC(=C1)Cl)C)CC(=O)N